C(C)(C)(C)OC(=O)N1C[C@H](CC1)NC1=NC(=CC=C1)N1N(C(C=2C1=NC(=NC2)SC)=O)CC=C tert-butyl-(3S)-3-({6-[6-(methylsulfanyl)-3-oxo-2-(prop-2-en-1-yl)-1H,2H,3H-pyrazolo[3,4-d]pyrimidin-1-yl]pyridin-2-yl}amino)pyrrolidine-1-carboxylate